N2-cyclopentyl-N4-[(3,4-dichlorophenyl)methyl]quinazoline-2,4-diamine C1(CCCC1)NC1=NC2=CC=CC=C2C(=N1)NCC1=CC(=C(C=C1)Cl)Cl